C(C)OC=1C=C(OC2=C(C=CC=C2)/C(/C(=O)OC)=C\OC)C=CC1 methyl (E)-2-[2-(3-ethoxyphenoxy)phenyl]-3-methoxyacrylate